FC1=CC=C(C=C1)NC(C(O)C1=CC=C(C=C1)F)=O N,2-bis(4-fluorophenyl)-2-hydroxyacetamide